tert-Butyl {2-[2-(2,3-dihydro-1,4-benzothiazepin-4(5H)-yl)-6-methylquinazolin-4-yl]amino ethyl}carbamate S1CCN(CC2=C1C=CC=C2)C2=NC1=CC=C(C=C1C(=N2)NCCNC(OC(C)(C)C)=O)C